C(=C)N1CC=C(C=C1)C=C para-divinyl-pyridine